[Si](C)(C)(C(C)(C)C)OC1C(N(C(C1)CCC)NC(C(=O)OCC)=N)=O ethyl 2-[[3-[tert-butyl (dimethyl) silyl] oxy-2-oxo-5-propyl-pyrrolidin-1-yl] amino]-2-imino-acetate